(E)-2-methyl-1-(2-(5-(p-tolyl)-1H-imidazol-2-yl)piperidin-1-yl)pent-3-en-1-one CC(C(=O)N1C(CCCC1)C=1NC(=CN1)C1=CC=C(C=C1)C)\C=C\C